CNC(S)=S Methyl-dithiocarbamic acid